FC1(CCN(CC1)C=1C=C(C=C2N=CC=NC12)C=1C(=C(C(=O)N)C=CC1NS(=O)(=O)CCO)N1CCC2(CC2)CC1)F (8-(4,4-difluoropiperidin-1-yl)quinoxalin-6-yl)-4-((2-hydroxyethyl)sulphonamido)-2-(6-azaspiro[2.5]oct-6-yl)benzamide